2-(4-bromo-1-methyl-1H-pyrazol-5-yl)-6-cyclopropoxy-4-(trifluoromethyl)benzonitrile BrC=1C=NN(C1C1=C(C#N)C(=CC(=C1)C(F)(F)F)OC1CC1)C